O.S(=O)(=O)(O)O.S(=O)(=O)(O)O sulfate hemi-hydrate